NC1=C(C=CC=C1CN1C(OC=C1)=N)NC(NC(C)(C)C1=CC(=CC=C1)Cl)=S 3-{2-amino-3-[(2-imino-2,3-dihydro-1,3-oxazol-3-yl)methyl]phenyl}-1-[2-(3-chlorophenyl)propan-2-yl]thiourea